COC=1C=2N(N=C(C1)C=1C=C3C(=NC1)C=C(S3)[C@@H]3CCN(C1(CC1)C3)C(=O)OC(C)(C)C)C=C(N2)C tert-butyl (7R)-7-[6-(8-methoxy-2-methyl-imidazo[1,2-b]pyridazin-6-yl)thieno[3,2-b]pyridin-2-yl]-4-azaspiro[2.5]octane-4-carboxylate